ClC1=CC=C(C(=N1)NC(=O)OC(C)(C)C)I tert-butyl (6-chloro-3-iodopyridin-2-yl)aminocarboxylate